(3aR,5s,6aS)-N-(6-(2-Chloro-5-fluorophenyl)pyridazin-3-yl)octahydrocyclopenta[c]pyrrol-5-amine dihydrochloride Cl.Cl.ClC1=C(C=C(C=C1)F)C1=CC=C(N=N1)NC1C[C@@H]2[C@@H](CNC2)C1